Benzyl 6-oxabicyclo[3.1.0]hexane-3-carboxylate C12CC(CC2O1)C(=O)OCC1=CC=CC=C1